2-cyclopropyl-6-nitrobenzo[d]oxazol-5-ol C1(CC1)C=1OC2=C(N1)C=C(C(=C2)[N+](=O)[O-])O